C(C1=CC=CC=C1)(=O)C1=CC=C(O1)C(=O)OC methyl 5-benzoyl-2-furancarboxylate